N-{(2S,3S)-1-(3-hydroxy-2,2-dimethylpropanoyl)-2-[(2,3',5'-trifluoro[1,1'-biphenyl]-3-yl)methyl]pyrrolidin-3-yl}methanesulfonamide OCC(C(=O)N1[C@H]([C@H](CC1)NS(=O)(=O)C)CC=1C(=C(C=CC1)C1=CC(=CC(=C1)F)F)F)(C)C